N-phenyl-N-(2-(4-(thiophen-2-ylmethyl)piperazin-1-yl)ethyl)thiophene-2-carboxamide C1(=CC=CC=C1)N(C(=O)C=1SC=CC1)CCN1CCN(CC1)CC=1SC=CC1